(R)-3-methyl-4-(7-((methylsulfonyl)methyl)-2-(1H-pyrrolo[2,3-c]pyridin-4-yl)thieno[3,2-d]pyrimidin-4-yl)morpholine C[C@H]1N(CCOC1)C=1C2=C(N=C(N1)C1=C3C(=CN=C1)NC=C3)C(=CS2)CS(=O)(=O)C